C1(CC1)NC(=O)N1C[C@@H](N(CC1)CC1=C2C=CN(C2=C(C=C1OC)C)C(=O)OC(C)(C)C)C1=CC=C(C=C1)C(=O)OC tert-butyl 4-{[(2S)-4-(cyclopropylcarbamoyl)-2-[4-(methoxycarbonyl) phenyl] piperazin-1-yl] methyl}-5-methoxy-7-methyl-1H-indole-1-carboxylate